OCC1=CC=C(C=O)O1 5-(Hydroxymethyl)Furfural